BrC=1C=C(C=CC1)C[C@]1(C[C@H](CC1)N(S(=O)(=O)C)CC1=CC=C(C=C1)OC)C(=O)N (1R,3S)-1-[(3-bromophenyl)methyl]-3-{N-[(4-methoxyphenyl)methyl]methanesulfonamido}cyclopentane-1-carboxamide